tri(diethylamino)(dimethylamino)phosphonium bromide [Br-].C(C)N(CC)[P+](N(C)C)(N(CC)CC)N(CC)CC